CCCCCCCC/C=C\CCCCCCCCCC(=O)O 11Z-eicosenoic acid